C1(CC1)N1N=CC(=C1C=O)C1=C(C=CC=C1Cl)Cl 1-cyclopropyl-4-(2,6-dichlorophenyl)-1H-pyrazole-5-carbaldehyde